C(CCC)C1=C(C=C(C(=C1)O)C(C)(C)C)O butyl-4-hydroxy-5-tert-butylphenol